ethyl-8,9-dihydroimidazo[1',2':1,6]pyrido[2,3-d]pyrimidin-2-amine C(C)C=1C2=C(N=C(N1)N)N1C(C=C2)=NCC1